C1=CC(=CC=C1S(F)(F)(F)(F)F)Br 1-bromo-4-(pentafluorothio)benzene